ethyl 2-(3-bromo-6,7-dichloro-indol-1-yl)acetate BrC1=CN(C2=C(C(=CC=C12)Cl)Cl)CC(=O)OCC